FC1=CC=C(C=C1)N(C(=O)[C@H]1N(S(N(C1)C1=NC=CC=C1)(=O)=O)C1=NC(=CC(=C1)C(F)(F)F)C)C (S)-N-(4-Fluorophenyl)-N-methyl-2-(6-methyl-4-(trifluoromethyl)pyridin-2-yl)-5-(pyridin-2-yl)-1,2,5-thiadiazolidine-3-carboxamide 1,1-dioxide